NCC1=CC=C(C=C1)NC(=O)N1[C@@H](CC1=O)C(=O)OC methyl (S)-1-((4-(aminomethyl)phenyl)carbamoyl)-4-oxoazetidine-2-carboxylate